FC1(OC1)C1=CC=C(C=C1)C 2-fluoro-2-(4-methylphenyl)oxirane